(2-Methoxy-ethyl)-methyl-amino-but-2-ynoic acid [4-(3-bromo-phenylamino)-quinazolin-6-yl]-amide BrC=1C=C(C=CC1)NC1=NC=NC2=CC=C(C=C12)NC(C#CC(N)(C)CCOC)=O